BrC1=CC2=C(C=C1)C1=CC=CC=C1C21C=2C=CC=CC2N2C3=C(C=CC=C13)C=1C=CC=CC12 2-bromospiro[fluorene-9,8'-indolo[3,2,1-de]acridine]